OCC1CCC(CC1)C=1SC2=C(N1)C=C(C(=C2)NC(=O)C2=NC(=CC=C2)C(F)(F)F)C(C)(C)O N-[2-[4-(hydroxymethyl)cyclohexyl]-5-(1-hydroxy-1-methyl-ethyl)-1,3-benzothiazol-6-yl]-6-(trifluoromethyl)pyridine-2-carboxamide